NNNNNNNNNCCCCCCCCCCCCCCCCCCC nonaazaoctacosan